NC=1C=C(C=CC1)NC(OC(C)(C)C)=O tert-butyl N-(3-aminophenyl)carbamate